(2'R,4'R)-3-methyl-2'-(naphthalen-1-yl)-1-phenyl-1'-toluenesulfonyl-4'-vinyl-1',4'-dihydro-2'H-spiro[pyrazole-4,3'-quinolin]-5(1H)-one CC1=NN(C(C12[C@H](N(C1=CC=CC=C1[C@H]2C=C)S(=O)(=O)CC2=CC=CC=C2)C2=CC=CC1=CC=CC=C21)=O)C2=CC=CC=C2